C1(=CC=CC=C1)C(CC1=CC=NC=C1)C1=CC=CC=C1 4-(2,2-diphenylethyl)pyridine